2,2,2-trifluoro-1-(4-(4-(3-((4-hydroxyphenethyl)amino)prop-1-yn-1-yl)phenyl)piperazine-1-yl)ethan-1-one FC(C(=O)N1CCN(CC1)C1=CC=C(C=C1)C#CCNCCC1=CC=C(C=C1)O)(F)F